Cl.NN1C(CCCC1=O)=O aminopiperidine-2,6-dione hydrochloride